Lithium Bromid [Br-].[Li+]